4'-cyclopropyl-4-[({4-[1-cyclopropyl-4-(trifluoromethyl)imidazol-2-yl]phenyl}methyl)amino]-6'-methoxy-6-methyl-[2,5'-bipyrimidine]-5-carbaldehyde C1(CC1)C1=NC=NC(=C1C1=NC(=C(C(=N1)NCC1=CC=C(C=C1)C=1N(C=C(N1)C(F)(F)F)C1CC1)C=O)C)OC